6-hydroxy-2-methoxy-3-(4,4,5,5-tetramethyl-1,3,2-dioxaborolan-2-yl)benzaldehyde OC1=CC=C(C(=C1C=O)OC)B1OC(C(O1)(C)C)(C)C